CN(C1CCC(CC1)CN1N=CC=2C1=NC(=NC2)NC2CCN(CC2)S(=O)(=O)C)C 1-(((1s,4s)-4-(dimethylamino)cyclohexyl)methyl)-N-(1-(methylsulfonyl)piperidin-4-yl)-1H-pyrazolo[3,4-d]pyrimidin-6-amine